2-hydroxy-1-(4-(4-(2-hydroxy-2-methylpropanoyl)-benzyl)-phenyl)-2-methylpropan-1-one OC(C(=O)C1=CC=C(C=C1)CC1=CC=C(C=C1)C(C(C)(C)O)=O)(C)C